1-ethyl-4-(1-(2-fluoro-4-nitrophenyl)piperidin-4-yl)piperazine C(C)N1CCN(CC1)C1CCN(CC1)C1=C(C=C(C=C1)[N+](=O)[O-])F